(3s)-1-(6-chlorobenzo[b]thiophen-2-yl)-2-(2,5-dimethoxyphenyl)prop-2-en-1-one ClC=1C=CC2=C(SC(=C2)C(C(=C)C2=C(C=CC(=C2)OC)OC)=O)C1